C1(=CC=CC=2C3=CC=CC=C3CC12)COC(=O)N[C@H](C(=O)NC1=C2C=CN(C2=CC=C1)C(=O)OC(C)(C)C)CC1=CC=C(C=C1)N1C(CN(CC1)C1COCC1)=O (S)-4-(2-fluorenylmethoxycarbonylamino-3-(4-(4-(tetrahydrofuran-3-yl)-2-oxopiperazin-1-yl)phenyl)propionamido)-1-tert-butoxycarbonyl-indole